tert-butyl 9-(4-bromophenyl ethyl)-3,9-diazaspiro[5.5]undecane-3-carboxylate BrC1=CC=C(C=C1)CCN1CCC2(CCN(CC2)C(=O)OC(C)(C)C)CC1